N-(4-methoxy-5-(1,1,2-trifluoroethoxy)pyrimidin-2-yl)-1,8-dihydropyrrolo[3,2-g]indole-3-sulfonamide COC1=NC(=NC=C1OC(CF)(F)F)NS(=O)(=O)C1=CNC2=C1C=CC=1C=CNC21